[Na+].CC(C(=O)[O-])=C methylacrylic acid sodium salt